BrC1=CN=C(C2=CC(=CC=C12)Cl)Cl 4-bromo-1,7-dichloro-isoquinoline